4-(5-(pyrimidin-5-yl)-7H-pyrrolo[2,3-d]pyrimidin-4-yl)morpholine N1=CN=CC(=C1)C1=CNC=2N=CN=C(C21)N2CCOCC2